2-(difluoromethoxy)pyridine FC(OC1=NC=CC=C1)F